Cl.N[C@H](C(=O)NC)CC1CCOCC1 (2S)-2-amino-N-methyl-3-(oxan-4-yl)propanamide hydrochloride